C(=CC)C=1C=C(C=CC1O)C1=C(C=2CC3=CC=CC=C3C2C=C1)C1=CC(=C(C=C1)O)C=CC bis(3-(1-propenyl)-4-hydroxyphenyl)fluorene